N-(phenethyl)propionamide C(CC1=CC=CC=C1)NC(CC)=O